4'-(beta-D-Glucopyranosyloxy)-2'-hydroxy-4-methoxychalcone [C@@H]1([C@H](O)[C@@H](O)[C@H](O)[C@H](O1)CO)OC1=CC(=C(C(/C=C/C2=CC=C(C=C2)OC)=O)C=C1)O